C(C)N(CC)[N+](=NOC(ON=[N+](N(CC)CC)[O-])OC1=CC=CC=C1)[O-] 3,11-Diethyl-7-phenoxy-6,8-dioxa-3,4,5,9,10,11-hexaazatridec-4,9-diene 4,10-dioxide